BrC=1C=C(C=CC1)CC(=O)NC1=CC(=NC=C1)C(=O)NC(C)(C)C 4-[[2-(3-bromophenyl)acetyl]amino]-N-tert-butyl-pyridine-2-carboxamide